3-((4-fluorophenyl)thio)pyridin FC1=CC=C(C=C1)SC=1C=NC=CC1